C[C@@]12CCC=3N=C(SC3C2=CC[C@H]2[C@H]3[C@](CC[C@H]12)([C@H](CC3)O)C)NC3=CC=C(C=C3)OC(F)(F)F (5aR,5bS,7aS,8S,10aS,10bR)-5a,7a-dimethyl-2-((4-(trifluoromethoxy)phenyl)amino)-5,5a,5b,6,7,7a,8,9,10,10a,10b,11-dodecahydro-4H-cyclopenta[7,8]phenanthro[2,1-d]thiazol-8-ol